ClC1=C2C(=NC=C1C#CC1=NC(=CC=C1)OC)NC=C2 4-chloro-5-((6-methoxypyridin-2-yl)ethynyl)-1H-pyrrolo[2,3-b]Pyridine